N-(4-(2-((6,6-dimethyl-2,4-dioxo-3-azabicyclo[3.1.0]hexan-3-yl)methyl)thieno[3,2-b]pyridin-7-yl)-2-methyl-6-(trifluoromethyl)pyridin-3-yl)pyrrolidine-3-carboxamide CC1(C2C(N(C(C12)=O)CC1=CC2=NC=CC(=C2S1)C1=C(C(=NC(=C1)C(F)(F)F)C)NC(=O)C1CNCC1)=O)C